ClC1=CC(=C(C=C1)C1=NC(=NC2=C1N=C(N(C2=O)C)C)C2CC(OCC2)C2=CC(=NC=C2)C)F 8-(4-chloro-2-fluoro-phenyl)-2,3-dimethyl-6-[2-(2-methyl-4-pyridyl)tetrahydropyran-4-yl]pyrimido[5,4-d]pyrimidin-4-one